6-[5-(3-aminopropyl)-2-oxo-1,3-oxazolidin-3-yl]-4H-pyrido[3,2-b][1,4]oxazin-3-one NCCCC1CN(C(O1)=O)C=1C=CC=2OCC(NC2N1)=O